(1-aza-bicyclo[2.2.2]oct-3-yl)-(4-fluorobenzyl)-amine hydrochloride Cl.N12CC(C(CC1)CC2)NCC2=CC=C(C=C2)F